5-(5',6'-dihydrospiro[azetidine-3,4'-pyrrolo[1,2-b]pyrazol]-2'-yl)-3-(trifluoromethoxy)pyridin-2-amine-hydrochloride salt Cl.N=1N2C(=CC1C=1C=C(C(=NC1)N)OC(F)(F)F)C1(CC2)CNC1